3-(1,3-dioxolan-2-yl)-4-methanesulfonamidobenzoic acid O1C(OCC1)C=1C=C(C(=O)O)C=CC1NS(=O)(=O)C